BrC1=C(C(=CC=C1)OCCCCl)C 1-bromo-3-(3-chloropropoxy)-2-methylbenzene